BrC1=C(C(=CC2=C1CCO2)C)[N+](=O)[O-] 4-bromo-6-methyl-5-nitro-2,3-dihydro-benzofuran